COC(C(C1=CC=CC=C1)OC(=O)OC(C)(C)C)=O 2-((tert-Butoxycarbonyl)oxy)-2-phenylacetic acid methyl ester